3-(3-((tert-butyldimethylsilyl)oxy)prop-1-en-2-yl)-5-(4-methoxy-3-propoxyphenyl)pyridine [Si](C)(C)(C(C)(C)C)OCC(=C)C=1C=NC=C(C1)C1=CC(=C(C=C1)OC)OCCC